C(C)[C@H]1N(C[C@@H](NC1)C)C(C)C1=C(C=C(C=C1)C(F)(F)F)F (2s,5r)-5-ethyl-4-(1-(2-fluoro-4-(trifluoromethyl)phenyl)ethyl)-2-methylpiperazine